O=CCCCCCOC(C(CCCCCCCC)CCCCCC)=O 2-Hexyldecanoic acid-(6-oxohexyl)ester